C(C)(C)(C)C1=CC=C(C=C1)C=1OCCN1 2-(4-t-butylphenyl)-4,5-dihydro-oxazole